5-[2,6-diazaspiro[3.3]hept-2-yl]-2-(2,6-dioxopiperidin-3-yl)isoindole-1,3-dione TFA salt OC(=O)C(F)(F)F.C1N(CC12CNC2)C=2C=C1C(N(C(C1=CC2)=O)C2C(NC(CC2)=O)=O)=O